C1(CC1)OC1CN(C1)C(=O)C1CCCC=2C(=CN=CC12)C=1C=C2CCC(N(C2=CC1)C)=O 6-(8-(3-cyclopropyloxyazetidine-1-carbonyl)-5,6,7,8-tetrahydroisoquinolin-4-yl)-1-methyl-3,4-dihydroquinolin-2(1H)-one